furo[3,4-d]pyrimidin N1=CN=CC=2C1=COC2